NC(C)C1=CC(=CC=C1)C(C)N 1,3-bis(alpha-aminoethyl)benzene